OCCOC1=CC=C(C=C1)C(C(C)(C)O)=O 1-[4-(2-hydroxyethoxy)-phenyl]-2-hydroxy-2-methylpropan-1-one